1-(benzo[d]thiazol-5-yl)-3-(5-(4-methoxyphenyl)-1,3,4-thiadiazol-2-yl)urea S1C=NC2=C1C=CC(=C2)NC(=O)NC=2SC(=NN2)C2=CC=C(C=C2)OC